(2R,4aS,6aS,12bR,14aS,14bR)-9-(1H-indol-3-yl)-2,4a,6a,9,12b,14a-hexamethyl-10,11-dioxo-1,2,3,4,4a,5,6,6a,9,10,11,12b,13,14,14a,14b-hexadecahydropicene-2-carboxylic acid methyl ester COC(=O)[C@]1(C[C@H]2[C@@]3(CC[C@]4(C5=CC(C(C(C5=CC=C4[C@]3(CC[C@]2(CC1)C)C)(C)C1=CNC2=CC=CC=C12)=O)=O)C)C)C